NCC1=CC=C(C=C1)C=1C(=CC=C(C1)F)C(=O)N1C[C@H](N(CC1)C1=C(C=C(C=C1)C=1C(=NC=CC1)OCC)CN)CC 1-{2-[(2R)-4-[4'-(aminomethyl)-5-fluoro-[1,1'-biphenyl]-2-carbonyl]-2-ethylpiperazin-1-yl]-5-(2-ethoxypyridin-3-yl)phenyl}methylamine